2-[4-((2S or R)-2-morpholinopropoxy)phenyl]acetic acid O1CCN(CC1)[C@H](COC1=CC=C(C=C1)CC(=O)O)C |o1:6|